5-(2-methoxy-2-oxoethyl)-2-methylpiperazine-1-carboxylic acid benzyl ester C(C1=CC=CC=C1)OC(=O)N1C(CNC(C1)CC(=O)OC)C